N1N=NC2=NC(=CC=C21)C=2C=C(C(=O)NC1=CC=C(C=C1)OC(C)C1CC1)C=CC2 3-(1H-[1,2,3]Triazolo[4,5-b]pyridin-5-yl)-N-(4-(1-cyclopropylethoxy)phenyl)benzamide